ClC=1C=C(OCCCOCCC(=O)O)C=CC1C=1N(C2=NC=NC(=C2N1)OC1(CC1)C)CC1=CC(=CC=C1)Cl 3-(3-(3-chloro-4-(9-(3-chlorobenzyl)-6-(1-methylcyclopropoxy)-9H-purin-8-yl)phenoxy)propoxy)propanoic acid